CNC=1C=CC2=C(SC(=C2)C=O)C1 6-(methylamino)benzo[b]thiophene-2-carbaldehyde